The molecule is an N-acylglycine in which the acyl group is specified as 3-pyridylacetyl. It has a role as a metabolite. It is a N-acylglycine and a member of pyridines. C1=CC(=CN=C1)CC(=O)NCC(=O)O